2-[1-(2-hydroxy-3-tert-butyl-5-methylphenyl) ethyl]-4-methyl-6-tert-butylphenyl methacrylate C(C(=C)C)(=O)OC1=C(C=C(C=C1C(C)(C)C)C)C(C)C1=C(C(=CC(=C1)C)C(C)(C)C)O